hexa(tert-butoxy)cyclotriphosphazene C(C)(C)(C)OP1(=NP(=NP(=N1)(OC(C)(C)C)OC(C)(C)C)(OC(C)(C)C)OC(C)(C)C)OC(C)(C)C